COC(=O)C1=NC(=NC(=C1)OC)Cl chloro-6-methoxy-pyrimidine-4-carboxylic acid methyl ester